C(C)C1C(O1)CC(=O)OCC ethyl [3-ethyl-2-oxiranyl]acetate